1-(5-bromo-2-methylpyridin-3-yl)guanidine BrC=1C=C(C(=NC1)C)NC(=N)N